S(=O)(=O)(C1=CC=C(C)C=C1)OCCOS(=O)(=O)C1=CC=C(C)C=C1 ethylene glycol bistosylate